OCC#CCO[C@H]1[C@H](C2=CC=CC=C2C1)NC(OC(C)(C)C)=O tert-Butyl [(1S,2R)-2-[(4-hydroxybut-2-yn-1-yl)oxy]-2,3-dihydro-1H-inden-1-yl]carbamate